C1(CC1)N(C(C1=NC=CC(=C1O)NC1=C(C(C1=O)=O)NC1C(CCC=2N=C(SC21)C)(C)C)=O)C2CC2 N,N-dicyclopropyl-4-((3,4-dioxo-2-((2,6,6-trimethyl-4,5,6,7-tetrahydrobenzo[d]thiazol-7-yl)amino)cyclobut-1-en-1-yl)amino)-3-hydroxypicolinamide